ClC1=CC=C(S1)CNC1=CC(=NN1C(=O)C=1N=CSC1)C1N(CCN(C1)C(=O)N1CCOCC1)C(=O)OCC=C prop-2-en-1-yl 2-(5-[(5-chlorothiophen-2-yl)methyl]amino-1-(1,3-thiazole-4-carbonyl)-1H-pyrazol-3-yl)-4-(morpholine-4-carbonyl)piperazine-1-carboxylate